C1(=C(C=CC2=CC=CC=C12)C1=CC=C(C=C1)C1=NC(=NC(=N1)C1=CC=CC=C1)C1=CC=CC=C1)C1=CC=C(C=C1)C1=NC(=NC(=N1)C1=CC=CC=C1)C1=CC=CC=C1 2,2'-[1,2-naphthalendiyl-di(4,1-phenylene)]bis(4,6-diphenyl-1,3,5-triazine)